5-phenoxy-N-(6-phenyl-1H-pyrrolo[3,2-b]pyridin-3-yl)-1H-benzo[d]imidazol-2-amine O(C1=CC=CC=C1)C1=CC2=C(NC(=N2)NC2=CNC=3C2=NC=C(C3)C3=CC=CC=C3)C=C1